N-(3-chloro-4-fluorophenyl)-2-methyl-4-oxo-3-(trifluoromethyl)-2,4,5,6-tetrahydrocyclopenta[c]pyrrole-1-carboxamide ClC=1C=C(C=CC1F)NC(=O)C=1N(C(=C2C1CCC2=O)C(F)(F)F)C